2-fluorobenzimidoyl bromide FC1=C(C(=N)Br)C=CC=C1